5-((2-methoxy-4-(4,4,5,5-tetramethyl-1,3,2-dioxaborolan-2-yl)phenoxy)methyl)quinoline COC1=C(OCC2=C3C=CC=NC3=CC=C2)C=CC(=C1)B1OC(C(O1)(C)C)(C)C